(3-(4-(5-(2,3-Dihydro-1H-inden-4-yl)-6-methoxy-1H-pyrazolo[4,3-b]pyridin-3-yl)-1H-pyrazol-1-yl)azetidin-1-yl)-2-hydroxyethan-1-one C1CCC2=C(C=CC=C12)C1=C(C=C2C(=N1)C(=NN2)C=2C=NN(C2)C2CN(C2)C(CO)=O)OC